N4-(4-(5,6-difluoro-1-methyl-1H-indol-3-yl)-7H-pyrrolo[2,3-d]pyrimidin-2-yl)-N1-(2-(dimethylamino)ethyl)-N1-methyl-2-nitrobenzene-1,4-diamine FC=1C=C2C(=CN(C2=CC1F)C)C=1C2=C(N=C(N1)NC1=CC(=C(C=C1)N(C)CCN(C)C)[N+](=O)[O-])NC=C2